amidyl-indole [NH-]C=1NC2=CC=CC=C2C1